3-[(2-ethyl-3-fluorophenyl)amino]-2-{3-[(2S)-pyrrolidin-2-ylmethoxy]pyridin-4-yl}-1H,5H,6H,7H-pyrrolo[3,2-c]pyridin-4-one C(C)C1=C(C=CC=C1F)NC1=C(NC2=C1C(NCC2)=O)C2=C(C=NC=C2)OC[C@H]2NCCC2